2-chloroaminopyrimidine ClNC1=NC=CC=N1